C(C=C)(=O)N[C@H]1[C@@H](CCC1)NC(=O)C=1SC=2N=CC=C3N(C(NC1C23)=O)C=2C=NC(=NC2)OC2=CC=CC=C2 N-((1R,2R)-2-Acrylamidocyclopentyl)-4-oxo-5-(2-phenoxypyrimidin-5-yl)-4,5-dihydro-3H-1-thia-3,5,8-triazaacenaphthylene-2-carboxamide